N-(4-(bromomethyl)phenethyl)adamantan-1-amine BrCC1=CC=C(CCNC23CC4CC(CC(C2)C4)C3)C=C1